[C@H]12CN(C[C@H](CC1)N2)C2=NC(=NC1=C(C(=C(C=C21)Cl)C2=CC(=CC1=CC=CC=C21)O)F)N2CC1(C2)CN(CC1)C 4-((S or R)-4-((1R,5S)-3,8-diazabicyclo[3.2.1]octan-3-yl)-6-chloro-8-fluoro-2-(6-methyl-2,6-diazaspiro[3.4]octan-2-yl)quinazolin-7-yl)naphthalen-2-ol